ClC=1C=C2C(C(=CN(C2=CC1F)C=1C=NC(=CC1)N1CC(C1)N(C)C)C(=O)O)=O 6-chloro-1-[6-[3-(dimethylamino)azetidin-1-yl]pyridin-3-yl]-7-fluoro-4-oxoquinoline-3-carboxylic acid